C1(CC1)NC(CN(C)C1=CC=C(C=C1)C=O)=O N-CYCLOPROPYL-2-[(4-FORMYLPHENYL)(METHYL)AMINO]ACETAMIDE